(2-aminoethyl)-L-aspartic acid NCCN[C@@H](CC(=O)O)C(=O)O